C(C)C(C(=O)O)C1=C(C=CC=C1)OCC1=COC2=C1C=C(C=C2C2=CC(=CC=C2)CN)Cl.C(CCCCCCCCCCCCCCCCCCCCC)C2=C(CS)C=CC(=C2)CCCCCCCCCCCCCCCCCCCCCC 2,4-di(behenyl)benzyl thiol ethyl-2-(2-((7-(3-(aminomethyl)phenyl)-5-chlorobenzofuran-3-yl)methoxy)phenyl)acetate